ClC1=C(C=C(N=N1)C=1C(NC(NC1)=O)=O)\C=C\C(C)C (E)-5-(6-chloro-5-(3-methylbut-1-en-1-yl)pyridazin-3-yl)pyrimidine-2,4(1H,3H)-dione